trimethylamine CBzbenzyl-carbamate C(=O)(OCC1=CC=CC=C1)N(C(O)=O)CC1=CC=CC=C1.CN(C)C